2-methyl-5-propan-2-ylcyclohexan-1,3-diene CC1=CCC(C=C1)C(C)C